(5-(methylamino)-5-(1H-tetrazol-5-yl)pentyl)boronic acid hydrochloride Cl.CNC(CCCCB(O)O)C1=NN=NN1